6-methoxy-2H-spiro[benzofuran-3,1'-cyclopropane]-5-sulfonyl chloride COC1=CC2=C(C=C1S(=O)(=O)Cl)C1(CC1)CO2